O(C1=CC=CC=C1)C1=CC=C(C=N1)CN1N=CC=C1C(=O)O 1-[(6-phenoxypyridin-3-yl)methyl]-1H-pyrazole-5-carboxylic acid